N-(3-((6-(4-morpholinylphenyl)-7H-pyrrolo[2,3-d]pyrimidin-4-yl)amino)phenyl)acrylamide (2,3,4,5,6-pentafluorophenyl)3-(2,4-dioxohexahydropyrimidin-1-yl)-4-methoxy-benzoate FC1=C(C(=C(C(=C1F)F)F)F)OC(C1=CC(=C(C=C1)OC)N1C(NC(CC1)=O)=O)=O.N1(CCOCC1)C1=CC=C(C=C1)C1=CC2=C(N=CN=C2NC=2C=C(C=CC2)NC(C=C)=O)N1